(E)-dimethyl-1H-1,2,4-triazole-1,3-disulfonamide CNS(=O)(=O)N1N=C(N=C1C)S(=O)(=O)N